FC=1C=C(C=C(C1F)F)C1=C(C(=C(C(=C1OC)OC)OC)C=1C(=C(C(=C(C1OC)OC)OC)C1=CC(=C(C(=C1)F)F)F)CO)CO (S)-3,3'-bis(3,4,5-trifluorophenyl)4,5,6,4',5',6'-hexamethoxybiphenyl-2,2'-dimethanol